tert-butyl 9-bromo-6,7-dichloro-3,4-dihydro-1H-pyrazino[1,2-a]indole-2-carboxylate BrC=1C=2C=C3N(C2C(=C(C1)Cl)Cl)CCN(C3)C(=O)OC(C)(C)C